C(C)(=O)OC[C@@H](COC1=CC=C(C=C1)C(C)(C)C1=CC(=C(C(=C1)Cl)OC[C@@H](CCl)O)Cl)O (R)-3-(4-(2-(3,5-dichloro-4-((S)-3-chloro-2-hydroxypropoxy)phenyl)propan-2-yl)phenoxy)-2-hydroxypropyl acetate